N-p-bromophenyl-isoquinolin-1-amine BrC1=CC=C(C=C1)NC1=NC=CC2=CC=CC=C12